O1CCC(=CC1)C1=NN2C(NC(=C(C2=O)N2C(C(N(CC2)C(=O)OC(C)(C)C)C)C)CC)=N1 tert-butyl 4-(2-(3,6-dihydro-2H-pyran-4-yl)-5-ethyl-7-oxo-4,7-dihydro-[1,2,4]triazolo[1,5-a]pyrimidin-6-yl)-2,3-dimethylpiperazine-1-carboxylate